NC1=NC=2C=CC=CC2C2=C1N=C(N2CCCCNC(\C=C\C2=CC=C(C=C2)N(C)C)=O)CCCC (E)-N-(4-(4-amino-2-butyl-1H-imidazo[4,5-c]quinolin-1-yl)butyl)-3-(4-(dimethylamino)phenyl)acrylamide